C1CCC2=C(C=C3CCCC3=C12)NC(=O)N=S(=O)(N)C1=CN=C(S1)C(C)(C)O N'-((1,2,3,6,7,8-hexahydro-as-indacen-4-yl)carbamoyl)-2-(2-hydroxypropan-2-yl)-thiazole-5-sulfonimidamide